CN1CCN(CC1)C1=CC=C(C=C1)NC1=NC=C2C(=N1)NNC2=O 6-{[4-(4-methylpiperazin-1-yl)phenyl]amino}-1,2-dihydro-3H-pyrazolo[3,4-d]pyrimidin-3-one